C1(CC1)N1N=CC(=C1)C1=NN2C(O[C@@H](CC2)C)=C1C(=O)O (5R)-2-(1-Cyclopropylpyrazol-4-yl)-5-methyl-6,7-dihydro-5H-pyrazolo[5,1-b][1,3]oxazine-3-carboxylic acid